(R)-9-methoxy-9-methyl-2-(1H-pyrazol-4-yl)-6,7,8,9-tetrahydrothieno[2,3-c]quinolin-4(5H)-one CO[C@]1(C=2C3=C(C(NC2CCC1)=O)SC(=C3)C=3C=NNC3)C